C(C)(C)(C)OC(=O)N1CC(C(CC1)(F)F)C1=CC(=[N+](C=C1)[O-])C(C(F)(F)F)O 4-(1-(tert-butoxycarbonyl)-4,4-difluoropiperidin-3-yl)-2-(2,2,2-trifluoro-1-hydroxyethyl)pyridine 1-oxide